N1-methyl-4-phenyl-N6-(pyridin-2-yl)-2,7-naphthyridine-1,6-diamine CNC1=NC=C(C2=CC(=NC=C12)NC1=NC=CC=C1)C1=CC=CC=C1